C(C=C)[C@]1([C@H](N(CC1OS(=O)(=O)CCl)C(=O)OCC1=CC=CC=C1)C(=O)OC)C (2S,3S)-1-benzyl 2-methyl 3-allyl-4-(((chloromethyl)sulfonyl)oxy)-3-methylpyrrolidine-1,2-dicarboxylate